((1-(tetrahydro-2H-pyran-2-yl)-1H-pyrazol-3-yl)methyl)-2-(trifluoromethoxy)benzamide O1C(CCCC1)N1N=C(C=C1)CC=1C(=C(C(=O)N)C=CC1)OC(F)(F)F